13-hexadecadienyl iodide C=CC=CCCCCCCCCC(CCC)I